Sulfenyl Chloride S(Cl)Cl